ClC=1C=C2C(=CC1)N(C(C21CCNCC1)=O)C([2H])([2H])[2H] 5-chloro-1-(2H3)methyl-1,2-dihydrospiro[indole-3,4'-piperidin]-2-one